C(C)C=1C=C(C=C(C(=O)OC(C)C)C#N)C=CC1 isopropyl 3-ethyl-α-cyanocinnamate